O=C1NC=CC(=C1)CC=O 2-oxo-4-(2-oxoethyl)pyridin